6-{5-chloro-2-[(oxacyclohex-4-yl)amino]pyrimidin-4-yl}-2-{2-oxo-2-[6-(pyrimidin-2-yl)-1,2,3,4-tetrahydroisoquinolin-2-yl]ethyl}-2,3-dihydro-1H-isoindol-1-one ClC=1C(=NC(=NC1)NC1CCOCC1)C1=CC=C2CN(C(C2=C1)=O)CC(N1CC2=CC=C(C=C2CC1)C1=NC=CC=N1)=O